(2S)-2-(4-bromophenoxy)-N-(pyrrolidin-3-yloxy)propanamide BrC1=CC=C(O[C@H](C(=O)NOC2CNCC2)C)C=C1